C(C=C)(=O)[C@H]1[C@@H](CC1)CN1C2=C(OC[C@]3(CCCC4=CC(=CC=C34)Cl)C1)C=CC(=C2)C(=O)OC (S)-METHYL 5-(((1R,2R)-2-ACRYLOYLCYCLOBUTYL)METHYL)-6'-CHLORO-3',4,4',5-TETRAHYDRO-2H,2'H-SPIRO[BENZO[B][1,4]OXAZEPINE-3,1'-NAPHTHALENE]-7-CARBOXYLATE